Cl.COCC1CC(C1)N 3-(methoxymethyl)cyclobutan-1-amine hydrochloride